4-butyloctan-1-ol C(CCC)C(CCCO)CCCC